ClC1=C(C=CC(=C1)OC(F)(F)F)C(=O)N1[C@H](C=2C(CC1)=C(N(N2)C)C2=CC(=NN2C)C(F)(F)F)C (S)-(2-chloro-4-(trifluoromethoxy)phenyl)(2,7-dimethyl-3-(1-methyl-3-(trifluoromethyl)-1H-pyrazol-5-yl)-2,4,5,7-tetrahydro-6H-pyrazolo[3,4-c]pyridin-6-yl)methanone